ClC1=CC2=C(N(C(N=C2N2[C@H](CN(CC2)C(C=C)=O)C)=O)C=2C(=NC=NC2)C2(CC2)C)N=C1C1=C(C=CC=C1)F 6-chloro-7-(2-fluorophenyl)-1-(4-(1-methyl-cyclopropyl)-5-pyrimidinyl)-4-((2S)-2-methyl-4-(2-propenoyl)-1-piperazinyl)pyrido[2,3-d]pyrimidin-2(1H)-one